3-((2R,3R)-3-nitro-2,3-diphenylpropyl)-5,5-dimethyl-cyclohex-2-en-1-one [N+](=O)([O-])[C@H]([C@H](CC1=CC(CC(C1)(C)C)=O)C1=CC=CC=C1)C1=CC=CC=C1